(3-amino-1H-pyrazol-5-yl)-N-(3-fluorophenyl)acetamide NC1=NNC(=C1)CC(=O)NC1=CC(=CC=C1)F